ClC1=CC=C2C(=N1)SC(=C2C)C(=O)C2CC(C2)(F)F (6-chloro-3-methylthieno[2,3-b]pyridin-2-yl)(3,3-difluorocyclobutyl)methanone